FC(C1=NC=CC(=C1)NC1=C(C=CC(=N1)N1[C@H]2CN([C@@H](C1)C2)C(=O)OC(C)(C)C)[N+](=O)[O-])F tert-butyl (1R,4R)-5-(6-{[2-(difluoromethyl)pyridin-4-yl]amino}-5-nitropyridin-2-yl)-2,5-diazabicyclo[2.2.1]heptane-2-carboxylate